5-(((1R,4R)-5-benzhydryl-2,5-diazabicyclo[2.2.1]heptane-2-yl)methyl)-2-(2,6-dioxopiperidin-3-yl)isoindoline-1,3-dione C(C1=CC=CC=C1)(C1=CC=CC=C1)N1[C@H]2CN([C@@H](C1)C2)CC=2C=C1C(N(C(C1=CC2)=O)C2C(NC(CC2)=O)=O)=O